tetra-isopropyl bis(dioctyl phosphite) C(CCCCCCC)P(OC(C)C)(OC(C)C)([O-])CCCCCCCC.C(CCCCCCC)P(OC(C)C)(OC(C)C)([O-])CCCCCCCC